4-[4-(trifluoromethyl)piperidine-1-carbonyl]benzonitrile FC(C1CCN(CC1)C(=O)C1=CC=C(C#N)C=C1)(F)F